Triazolo[1,5-a]Pyrimidin-2-amine N1N(C=C2N1C=CC=N2)N